ClC1=C(C=CC=C1NC(=O)C=1N(C2=C(CN(CC2)C)N1)C)C1=C(C(=CC=C1)C1=NC(=C(C=C1)CN1CC(C1)F)OC)Cl N-(2,2'-dichloro-3'-(5-((3-fluoroazetidin-1-yl)methyl)-6-methoxypyridin-2-yl)-[1,1'-biphenyl]-3-yl)-1,5-dimethyl-4,5,6,7-tetrahydro-1H-imidazo[4,5-c]pyridine-2-carboxamide